C1(=CC=CC=C1)C(C(=O)O)C1=CC=CC=C1 di-phenylacetic acid